(E)-N'-(4-iodobenzoyl)-N,N-dimethylformohydrazonamide IC1=CC=C(C(=O)N/N=C/N(C)C)C=C1